ClC1=C(C(=CC(=C1)C(F)(F)F)F)C#CC1CNC1 3-[2-[2-Chloro-6-fluoro-4-(trifluoromethyl)phenyl]ethynyl]azetidine